O1C(CCC1)O tetrahydrofuran-2-ol